5-ethyl-4-methyl-1H-pyrazol C(C)C1=C(C=NN1)C